(2,3,5-trifluorophenyl)-2-(hydroxyimino)acetamide FC1=C(C=C(C=C1F)F)C(C(=O)N)=NO